COC(=O)C1=C(C=NC=C1)NC[C@@H]1CCCC2=CC(=CC=C12)N(C1=CC=NC=C1)C 3-({[(1R)-6-[methyl-(pyridin-4-yl)amino]-1,2,3,4-tetrahydronaphthalen-1-yl]methyl}amino)pyridine-4-carboxylic acid methyl ester